1,4-dioxane-n-octanol C(CCCCCCC)O.O1CCOCC1